FC(OC1=CC=CC=2C(N[C@H]3C=4N([C@@H](C21)C3)C3=C(N4)C=CC(=C3)C=3C=NC(=NC3)C3(CC(C3)(C)O)O)=O)F (7R,14R)-1-(difluoromethoxy)-11-[2-(cis-1,3-dihydroxy-3-methylcyclobutyl)pyrimidin-5-yl]-6,7-dihydro-7,14-methanobenzimidazo[1,2-b][2,5]benzodiazocin-5(14H)-one